C(CC)C1(CC(=CC=C1)CCC)N1C(=O)NC=2N=C(NC2C1=O)S(=O)(=O)O 1,3-dipropyl-8-sulfophenyl-xanthine